O[C@H]1[C@@H](O[C@@H]([C@H]1O)CO)N1C(=NC(=C1)NC(=N)N)C 1-(1-((2R,3R,4S,5R)-3,4-dihydroxy-5-(hydroxymethyl)tetrahydrofuran-2-yl)-2-methyl-1H-imidazol-4-yl)guanidine